N-(p-fluorophenyl)fumaric acid amide FC1=CC=C(C=C1)NC(\C=C\C(=O)O)=O